6-chloro-4-{3,8-diazabicyclo[3.2.1]octan-3-yl}-8-fluoro-2-{[(2S)-1-methylpyrrolidin-2-yl]methoxy}-7-phenylquinazoline ClC=1C=C2C(=NC(=NC2=C(C1C1=CC=CC=C1)F)OC[C@H]1N(CCC1)C)N1CC2CCC(C1)N2